ClC=1C=C(C(=O)N2CC=3C(=NN4C3C(N(CC4)C(C)C=4C=C(C=CC4)NC(C)=O)=O)C[C@H]2C)C=CC1Cl N-(3-(1-((R)-2-(3,4-dichlorobenzoyl)-3-methyl-10-oxo-1,2,3,4,7,8-hexahydropyrido[4',3':3,4]pyrazolo[1,5-a]pyrazin-9(10H)-yl)ethyl)phenyl)acetamide